ClC=1C(=C2C=NNC2=C(C1F)N(C1=CC=NN1COCC[Si](C)(C)C)C)C=1N=CC=2N(C1)C=C(N2)NC(=O)C2C(C2)F N-(6-(5-chloro-6-fluoro-7-(methyl(1-((2-(trimethylsilyl)ethoxy)methyl)-1H-pyrazol-5-yl)amino)-1H-indazol-4-yl)imidazo[1,2-a]pyrazin-2-yl)-2-fluorocyclopropane-1-carboxamide